FC1([C@@H](CN2C(N(C[C@@H]21)C2=NOC1=C2C(=CC=C1)C1=C(C=C(C=C1F)F)F)=O)NS(=O)(=O)C)F N-{(6R,7aR)-7,7-Difluoro-3-oxo-2-[4-(2,4,6-trifluorophenyl)-1,2-benzoxazol-3-yl]hexahydro-1H-pyrrolo[1,2-c]imidazol-6-yl}methanesulfonamide